Dichloro[1,3-bis(2,6-di-iso-propylphenyl)-2-imidazolidinylidene](benzylidene)(tricyclohexylphosphine) ruthenium(II) [Ru+2].ClC1C(C(C(CC1)(P(C1CCCCC1)C1CCCCC1)Cl)=CC1=CC=CC=C1)=C1N(CCN1C1=C(C=CC=C1C(C)C)C(C)C)C1=C(C=CC=C1C(C)C)C(C)C